OC1C(OC2=CC(=CC(=C2C1=O)O)O)C1=CC=CC=C1 3,5,7-trihydroxy-2-phenyl-2,3-dihydrochromen-4-one